FC[C@H]1CN(CC1)CCOC1=CC=C(OC=2C3=C(SC2C(=O)C2=C(C=CC=C2)C)C=C(C=C3)O)C=C1 (R)-(3-(4-(2-(3-(fluoromethyl)pyrrolidin-1-yl)ethoxy)phenoxy)-6-hydroxybenzo[b]thiophen-2-yl)(o-tolyl)methanone